3,6-dimethoxyfluorane COC1=CC2=C(C=C1)C3(C4=C(O2)C=C(C=C4)OC)C5=CC=CC=C5C(=O)O3